3-(2-((tert-butyldimethylsilyl)oxy)ethoxy)-2-chloropyridin-4-amine [Si](C)(C)(C(C)(C)C)OCCOC=1C(=NC=CC1N)Cl